C(C)(C)OC(C1=C(N=C(C(=C1)F)N1N=C(N(C1=O)CC)COCC1=CC=CC=C1)C(C(C)C)=O)=O (3-((benzyloxy)methyl)-4-ethyl-5-oxo-4,5-dihydro-1H-1,2,4-triazol-1-yl)-5-fluoro-2-isobutyrylnicotinic acid isopropyl ester